N-(1-cyclohexenyl)morpholine C1(=CCCCC1)N1CCOCC1